C1(CCC1)N(C(OC(C)(C)C)=O)CC1CN(CC1)C=1N=NC(=CC1)C1=C(C=C(C=C1)C1=CN=NC(=C1)OC)OCOC tert-butyl N-cyclobutyl-N-[(1-{6-[2-(methoxymethoxy)-4-(6-methoxypyridazin-4-yl)phenyl]pyridazin-3-yl}pyrrolidin-3-yl)methyl]carbamate